(2,2-dimethylmorpholino)(5-((4-(4-methyl-2-(methylamino)thiazol-5-yl)pyrimidin-2-yl)amino)-1H-indol-2-yl)methanone CC1(OCCN(C1)C(=O)C=1NC2=CC=C(C=C2C1)NC1=NC=CC(=N1)C1=C(N=C(S1)NC)C)C